ClC1=C(C=C(C(=C1)F)C1=NC=NC2=CC(=CC=C12)N1CCOCC1)C(C)(O)C=1N=NC(=CC1)OC 1-[2-Chloro-4-fluoro-5-(7-morpholin-4-yl-quinazolin-4-yl)-phenyl]-1-(6-methoxy-pyridazin-3-yl)-ethanol